2-chloro-N-[2-(7-fluoro-2-methyl-1H-indol-3-yl)ethyl]-7,8-dihydro-6H-pyrimido[5,4-b][1,4]oxazin-4-amine ClC=1N=C(C=2OCCNC2N1)NCCC1=C(NC2=C(C=CC=C12)F)C